tert-butyl (1r,5S)-8-(6-benzyl-4-cyano-3-(((S)-1-methylpyrrolidin-2-yl) methoxy)-5,6,7,8-tetrahydro-2,6-naphthyridin-1-yl)-3,8-diazabicyclo[3.2.1]octane-3-carboxylate C(C1=CC=CC=C1)N1CC=2C(=C(N=C(C2CC1)N1[C@H]2CN(C[C@@H]1CC2)C(=O)OC(C)(C)C)OC[C@H]2N(CCC2)C)C#N